C(CCC)[Mg]OCCCCC butyl-pentoxymagnesium